C(C)(=O)OCC(=CC1=CC=CC=C1)CCCCC α-amylcinnamyl acetate